NC1=NC(=C(C=2N1C(N(N2)C[C@H]2NCCOC2)=O)N2C[C@H](O[C@H](C2)C)C)C2=CC=CC=C2 5-amino-8-[(cis)-2,6-dimethylmorpholin-4-yl]-2-[[(3R)-morpholin-3-yl]methyl]-7-phenyl-[1,2,4]triazolo[4,3-c]pyrimidin-3-one